3-((2S)-3-(8-(6'-(aminomethyl)-3,3'-bipyridin-5-ylsulfonyl)-1-oxa-8-azaspiro[4.5]dec-3-ylamino)-2-hydroxypropoxy)-N-methylbenzenesulfonamide NCC1=CC=C(C=N1)C=1C=NC=C(C1)S(=O)(=O)N1CCC2(CC(CO2)NC[C@@H](COC=2C=C(C=CC2)S(=O)(=O)NC)O)CC1